C1(=CC=CC=C1)C1=C(C(=NN1C=1C=NNC1)C1=CC=CC=C1)C1=CC=CC=C1 triphenyl-1'H-[1,4]bipyrazole